2-[[(5-methoxy-1H-benzimidazol-2-yl)thio]methyl]-3,5-dimethyl-4-pyridinol COC1=CC2=C(NC(=N2)SCC2=NC=C(C(=C2C)O)C)C=C1